2-chloro-4-(1H-pyrazol-1-yl)benzonitrile ClC1=C(C#N)C=CC(=C1)N1N=CC=C1